1-[4-(6-chloropyrimidin-4-yl)oxazol-5-yl]-N-(cyclopropylmethyl)ethanamine ClC1=CC(=NC=N1)C=1N=COC1C(C)NCC1CC1